(4-(7-ethoxy-1,3,4,5-tetrahydro-2H-benzo[c]azepin-2-yl)-2,6-dimethylphenyl)-3,3-dimethylbutyramide C(C)OC1=CC2=C(CN(CCC2)C2=CC(=C(C(=C2)C)C(C(=O)N)C(C)(C)C)C)C=C1